ethyl 6-isopropyl-2-methyl-5-oxo-5,6-dihydro-1,6-naphthyridine-3-carboxylate C(C)(C)N1C(C=2C=C(C(=NC2C=C1)C)C(=O)OCC)=O